(2S,5S)-5-isopropyl-2-methyl-4,7,47-trioxo-49-(pyridin-2-yldisulfanyl)-10,13,16,19,22,25,28,31,34,37,40,43-dodecaoxa-3,6,46-triazanonatetracontanamide C(C)(C)[C@@H](C(N[C@H](C(=O)N)C)=O)NC(CCOCCOCCOCCOCCOCCOCCOCCOCCOCCOCCOCCOCCNC(CCSSC1=NC=CC=C1)=O)=O